Antimony Gold [Au].[Sb]